OC1=C(CNC2=CC=C(C=C2)S(=O)(=O)NC2=CC(=CC=C2)N2CCNCC2)C=CC=C1OC 4-((2-hydroxy-3-methoxybenzyl)amino)-N-(3-(piperazin-1-yl)phenyl)benzenesulfonamide